(2S)-but-3-en-2-amine hydrochloride Cl.C[C@@H](C=C)N